FC1([C@@]2(CN([C@H]2C)C(=O)OC(C)(C)C)CCNC1)F tert-butyl (1S,4R)-5,5-difluoro-1-methyl-2,7-diazaspiro[3.5]nonane-2-carboxylate